4-bromo-6-chloro-1-(methylthio)-2,7-naphthyridineid BrC1=CN[C-](C2=CN=C(C=C12)Cl)SC